4-methoxy-5,6,7,8-tetrahydropyrido[3,4-d]pyrimidine COC=1C2=C(N=CN1)CNCC2